tert-butyl 5,7-difluoro-2-(4-fluorophenyl)-3-[(2S)-3-methoxy-2-methyl-3-oxo-propyl]indole-1-carboxylate FC=1C=C2C(=C(N(C2=C(C1)F)C(=O)OC(C)(C)C)C1=CC=C(C=C1)F)C[C@@H](C(=O)OC)C